C(N)(=O)C=1C(=NC=C(C1)F)C#CC12CN(C(C1)C2)C(=O)OC(C)(C)C tert-butyl 4-((3-carbamoyl-5-fluoropyridin-2-yl)ethynyl)-2-azabicyclo[2.1.1]hexane-2-carboxylate